3-(5-(4-((3-benzoyl-3,8-diazabicyclo[3.2.1]octan-8-yl)methyl)-3-fluoropyridin-2-yl)-1-oxoisoindolin-2-yl)piperidine-2,6-dione C(C1=CC=CC=C1)(=O)N1CC2CCC(C1)N2CC2=C(C(=NC=C2)C=2C=C1CN(C(C1=CC2)=O)C2C(NC(CC2)=O)=O)F